5-Amino-3-[2-[4-(2,4-difluorophenyl)piperazin-1-yl]ethyl]-1-methyl-8-pyrazin-2-yl-[1,2,4]triazolo[5,1-f]purin-2-one NN1C=NC(=C2N3C(N=C12)N(C(N3C)=O)CCN3CCN(CC3)C3=C(C=C(C=C3)F)F)C3=NC=CN=C3